BrC=1C=C(C2=C(N(N=N2)C(C)C2=C(C=C(C=C2)Cl)Cl)C1)CBr 6-bromo-4-(bromomethyl)-1-(1-(2,4-dichlorophenyl)ethyl)-1H-benzo[d][1,2,3]triazole